2-(5-chloro-2-fluoro-4-(2-fluoro-4-hydroxy-3-isopropylbenzyl)phenoxy)acetic acid ClC=1C(=CC(=C(OCC(=O)O)C1)F)CC1=C(C(=C(C=C1)O)C(C)C)F